C(C1=CC=CC=C1)OC1=CC=C(NC2=C(N(C(=C2)C)C(F)F)C#N)C=C1 (4-Benzyloxyanilino)-1-(difluoromethyl)-5-methyl-pyrrole-2-carbonitrile